FC1=CC(=C(C=C1)C1=CC(=CC=C1)C=1OC2=C(N1)C=C(C=C2OC)CNC2CC(C2)O)C2=NN=CN2C (1S,3S)-3-(((2-(4'-Fluoro-2'-(4-methyl-4H-1,2,4-triazol-3-yl)-[1,1'-biphenyl]-3-yl)-7-methoxybenzo[d]oxazol-5-yl)methyl)amino)cyclobutan-1-ol